(4aS,7aR)-4-(6-(2-cyanopyridin-4-yl)pyridazin-3-yl)hexahydropyrrolo[3,4-b][1,4]Oxazine-6(2H)-carbonitrile C(#N)C1=NC=CC(=C1)C1=CC=C(N=N1)N1[C@@H]2[C@H](OCC1)CN(C2)C#N